2-(2-chloro-6-(((R)-1-(3-(diFluoromethyl)-2-fluorophenyl)ethyl)amino)-5-(1,3-dioxolan-2-yl)pyrimidin-4-yl)propionic acid ethyl ester C(C)OC(C(C)C1=NC(=NC(=C1C1OCCO1)N[C@H](C)C1=C(C(=CC=C1)C(F)F)F)Cl)=O